2-(2,6-dioxopiperidin-3-yl)-5-((5-(4-((1r,3r)-3-((5-(5-methyl-5H-pyrido[4,3-b]indol-7-yl)pyridin-2-yl)oxy)cyclobutoxy)butoxy)pentyl)oxy)isoindoline-1,3-dione O=C1NC(CCC1N1C(C2=CC=C(C=C2C1=O)OCCCCCOCCCCOC1CC(C1)OC1=NC=C(C=C1)C=1C=CC=2C3=C(N(C2C1)C)C=CN=C3)=O)=O